2-{1-[5-(1H-indole-2-carbonyl)-4H,5H,6H,7H-pyrazolo[1,5-a]pyrazine-3-amido]cyclopropyl}pyrimidine-5-carboxylic acid N1C(=CC2=CC=CC=C12)C(=O)N1CC=2N(CC1)N=CC2C(=O)NC2(CC2)C2=NC=C(C=N2)C(=O)O